acryloyl-1,1-dimethyl-2-methyltaurate C(C=C)(=O)OS(C(C(N)C)(C)C)(=O)=O